ClC1=CN=C(C2=CC=CC=C12)C(=C)OCC 4-chloro-1-(1-ethoxyvinyl)isoquinoline